CN1C(NC2=NC(=NC=C12)NC=1C(=CC=2N(C1)N=CN2)C)=O 7-methyl-2-[(7-methyl-[1,2,4]triazolo[1,5-a]pyridin-6-yl)amino]-7,9-dihydro-8H-purin-8-one